((1r,4R)-4-(tert-butyl)cyclohexyl)(4-(((3S,4R,5R)-3,4,5-trihydroxypiperidin-1-yl)methyl)piperidin-1-yl)methanone C(C)(C)(C)C1CCC(CC1)C(=O)N1CCC(CC1)CN1C[C@@H](C([C@@H](C1)O)O)O